C1(CC1)S(=O)(=O)N1CCC(CC1)NC1=NC=C(C(=N1)C=1C=NN(C1)C1=C(C=C(C=C1)CN1CCN(CC1)C)C)C(F)(F)F N-(1-(Cyclopropylsulfonyl)piperidin-4-yl)-4-(1-(2-methyl-4-((4-methylpiperazin-1-yl)methyl)phenyl)-1H-pyrazol-4-yl)-5-(trifluoromethyl)pyrimidin-2-amine